N-[5-[5-(3,3-Difluorocyclopentyl)-4H-1,2,4-triazol-3-yl]-4-fluoro-2-methylphenyl]-6-fluoropyrazolo[1,5-a]pyridine-3-carboxamide FC1(CC(CC1)C=1NC(=NN1)C=1C(=CC(=C(C1)NC(=O)C=1C=NN2C1C=CC(=C2)F)C)F)F